N-(3,4-dichlorophenyl)-2-{[2-(pyridin-2-yl)ethyl]sulfanyl}acetamide ClC=1C=C(C=CC1Cl)NC(CSCCC1=NC=CC=C1)=O